C[N+]1=C(C=CC=C1)C=CC1=CC=CC=C1 N-methyl-styrylpyridinium